C(C)(C)(C)N1CC(C(C1)C)C(=O)NC1=CC=C(C=C1)C1CCCCC1 tert-Butyl-N-(4-cyclohexylphenyl)-4-methylpyrrolidine-3-carboxamide